N4,6-dimethyl-pyrimidine-2,4-diamine CNC1=NC(=NC(=C1)C)N